CC1=C(C=NC(=C1)C(CC)=O)C=1C=2N(C3=CC(=NC=C3C1)NC(OC(C)(C)C)=O)C=CN2 tertbutyl N-[4-(4-methyl-6-propanoylpyridin-3-yl)imidazo[1,2-a]1,6-naphthyridin-8-yl]carbamate